COC=1C=C(C=NC1)NS(=O)(=O)CC N-(5-methoxypyridin-3-yl)ethane-1-sulfonamide